(R)-1-(3-(1-(4-(2-fluoro-3-methoxyphenoxy)phenyl)-8-isopropylimidazo[1,5-a]pyrazin-3-yl)pyrrolidin-1-yl)but-2-yn-1-one FC1=C(OC2=CC=C(C=C2)C=2N=C(N3C2C(=NC=C3)C(C)C)[C@H]3CN(CC3)C(C#CC)=O)C=CC=C1OC